ClC1=C(C=CC=C1NC=1C=NC(=CC1)OC(F)F)[C@@]1(CC(N(C(N1)=N)[C@@H]1C[C@@H](OCC1)C)=O)C (6S)-6-(2-Chloro-3-{[6-(difluoromethoxy)pyridin-3-yl]-amino}phenyl)-2-imino-6-methyl-3-[(cis)-2-methyl-tetrahydropyran-4-yl]-hexahydropyrimidin-4-one